5-(triethoxysilyl)hexahydro-4,7-methanoisobenzofuran-1,3-dione C(C)O[Si](C1C2C3C(OC(C3C(C1)C2)=O)=O)(OCC)OCC